(R)-4-(2-(2,2-difluoro-6-(1-methyl-1H-pyrazol-4-yl)morpholino)-7-methyl-8-oxo-6-(trifluoromethyl)-7,8-dihydropyrimido[5,4-d]pyrimidin-4-yl)-3-fluorobenzonitrile FC1(O[C@@H](CN(C1)C=1N=C(C2=C(N1)C(N(C(=N2)C(F)(F)F)C)=O)C2=C(C=C(C#N)C=C2)F)C=2C=NN(C2)C)F